O.[Li] Lithium hydrat